N=1SC(=C2C1C=CC=C2)N2CCC(CC2)NC(C)=O N-(1-(benzo[c]isothiazol-3-yl)piperidin-4-yl)acetamide